(R)-4-Methoxy-2-((1-(5-nitrobenzo[d]oxazol-2-yl)piperidin-3-yl)amino)pyrimidine-5-carbonitrile COC1=NC(=NC=C1C#N)N[C@H]1CN(CCC1)C=1OC2=C(N1)C=C(C=C2)[N+](=O)[O-]